C(CCCCCCCCCCCCCCCCC)(=O)O[Al] stearoyloxyaluminum